1-((2S)-4-(1-(4-(3-aminoprop-1-yn-1-yl)phenyl)ethyl)-2-methyl-3,4-dihydroquinoxalin-1(2H)-yl)ethan-1-one NCC#CC1=CC=C(C=C1)C(C)N1C[C@@H](N(C2=CC=CC=C12)C(C)=O)C